tert-Butyl 6-(benzothiophen-3-yl)-3,4-dihydro-2H-pyridine-1-carboxylate S1C=C(C2=C1C=CC=C2)C2=CCCCN2C(=O)OC(C)(C)C